diethyl thiosulfate S(=S)(=O)(OCC)OCC